C(C(C)C)C1(C=C(C(=O)OCCCC)C(=O)OCCCC)CC=CC=C1 di-n-butyl (1-isobutylbenzylidene)malonate